C1(=CC=CC=C1)[C@@H](C)NC=1C=2N=CN([C@H]3[C@H](O)[C@H](O)[C@@H](CO)O3)C2N=CN1 |&1:6| N6-[(+-)-1-(phenyl)-ethyl]-adenosine